3-(4-(1-((4-fluoropiperidin-4-yl)methyl)piperidin-4-yl)-3-methyl-2-oxo-2,3-dihydro-1H-benzo[d]imidazol-1-yl)piperidine-2,6-dione trifluoroacetate FC(C(=O)O)(F)F.FC1(CCNCC1)CN1CCC(CC1)C1=CC=CC=2N(C(N(C21)C)=O)C2C(NC(CC2)=O)=O